2-FURANCARBOXALDEHYDE O1C(=CC=C1)C=O